vinyl acetate C(C)(=O)OC=C